6-methoxy-4-methyl-2-(4-pyridyl)-5-trifluoromethylpyrimidine COC1=C(C(=NC(=N1)C1=CC=NC=C1)C)C(F)(F)F